4,8-bis(4-hydroxyphenyl)tricyclo[5.2.1.0(2,6)]decane OC1=CC=C(C=C1)C1CC2C3CC(C(C2C1)C3)C3=CC=C(C=C3)O